NCC1(C2CCN(CC12)C1=CN=C2C(=N1)NN=C2C2=C1CNC(C1=CC=C2)=O)C2=NOC(=C2)C 4-[6-[7-(aminomethyl)-7-(5-methyl-1,2-oxazol-3-yl)-3-azabicyclo[4.1.0]heptan-3-yl]-1H-pyrazolo[3,4-b]pyrazin-3-yl]-2,3-dihydroisoindol-1-one